1-(4-Ethoxy-2-hydroxyphenyl)-3-(3-ethoxy-4-methoxyphenyl)prop-2-en-1-one C(C)OC1=CC(=C(C=C1)C(C=CC1=CC(=C(C=C1)OC)OCC)=O)O